3-(5-((8-(2-(5-((4-([1,1'-biphenyl]-3-yl)-5-chloropyrimidin-2-yl)amino)pyridin-3-yl)-1-oxo-2,8-diazaspiro[4.5]decan-8-yl)-8-oxooctyl)oxy)-1-oxoisoindolin-2-yl)piperidine-2,6-dione C1(=CC(=CC=C1)C1=NC(=NC=C1Cl)NC=1C=C(C=NC1)N1C(C2(CC1)CCN(CC2)C(CCCCCCCOC=2C=C1CN(C(C1=CC2)=O)C2C(NC(CC2)=O)=O)=O)=O)C2=CC=CC=C2